O1C(CC1)CCOC=1C=NC=CC1C#N 3-[2-(oxetan-2-yl)ethoxy]pyridine-4-carbonitrile